1-(2,6-dioxopiperidin-3-yl)-3-oxo-1,2,3,4-tetrahydropyrrole O=C1NC(CCC1N1CC(CC1)=O)=O